7-hydroxyflavanon OC1=CC=C2C(CC(OC2=C1)C1=CC=CC=C1)=O